4-(2-aminopropoxy)-3,5-diiodobenzonitrile NC(COC1=C(C=C(C#N)C=C1I)I)C